2'-O-hexadecyluridine C(CCCCCCCCCCCCCCC)O[C@H]1[C@@H](O[C@@H]([C@H]1O)CO)N1C(=O)NC(=O)C=C1